N-(2,4-dimethoxybenzyl)-2-(4-fluoro-1H-pyrazol-1-yl)-5-nitrobenzenesulfonamide COC1=C(CNS(=O)(=O)C2=C(C=CC(=C2)[N+](=O)[O-])N2N=CC(=C2)F)C=CC(=C1)OC